6-methoxy-2-methyl-2H-indazole-5-carboxylic acid COC=1C(=CC2=CN(N=C2C1)C)C(=O)O